1-(3-isopropylphenyl)ethan-1-ol C(C)(C)C=1C=C(C=CC1)C(C)O